lithium 2,2-dimethylpropanethioate CC(C([O-])=S)(C)C.[Li+]